dimethyl-6-(dimethylamino)-3-methylbenzo[g]pyrrolo[2,1-a]phthalazine-1,2-dicarboxylic acid CC1=CC=CC2=C1C(=C1C(=NN3C(C1=C2)=C(C(=C3C)C(=O)O)C(=O)O)N(C)C)C